OC=1C(C2=CC=CC(=C2C(C1)=O)CCCC)=O 2-hydroxy-5-butyl-1,4-naphthoquinone